4-(difluoromethoxy)-N-[5-(2-fluoro-6-hydroxy-4-methoxyphenyl)-1-methyl-2-[6-(methylamino)-3-(trifluoromethyl)pyridin-2-yl]-3-oxo-2,3-dihydro-1H-pyrazol-4-yl]benzamide FC(OC1=CC=C(C(=O)NC=2C(N(N(C2C2=C(C=C(C=C2O)OC)F)C)C2=NC(=CC=C2C(F)(F)F)NC)=O)C=C1)F